((S)-6,8-dichloro-1-methyl-3,4-dihydroisoquinolin-2(1H)-yl)((R)-4-(4-hydroxy-5-nitropyridin-3-yl)morpholin-2-yl)methanone ClC=1C=C2CCN([C@H](C2=C(C1)Cl)C)C(=O)[C@H]1CN(CCO1)C=1C=NC=C(C1O)[N+](=O)[O-]